t-butylperoxy-acetate C(C)(C)(C)OOC(C)=O